FC1(CN(CC1)C1=NC=CC(=C1NC(=O)C=1C=NC(=NC1)C(C)C)C1COCCC1)F N-[2-(3,3-difluoropyrrolidin-1-yl)-4-tetra-hydropyran-3-yl-3-pyridyl]-2-isopropyl-pyrimidine-5-carboxamide